NC=1C(=C(C=CC1)CC=1C(OC2=C(C(=CC=C2C1C)OC1=NC=CC=C1F)F)=O)F 3-[(3-amino-2-fluoro-phenyl)methyl]-8-fluoro-7-[(3-fluoro-2-pyridinyl)oxy]-4-methyl-chromen-2-one